OC1(CCC(CC1)CNC1=C(C=C(C=C1)S(=O)(=O)NC(C1=CC=C(C=C1)N1CCC(CC1)N1CC2(C1)[C@@H](COCC2)C2=C(C=CC=C2)C(C)C)=O)[N+](=O)[O-])C N-((4-((((1r,4r)-4-hydroxy-4-methylcyclohexyl)methyl)amino)-3-nitrophenyl)sulfonyl)-4-(4-((S)-5-(2-isopropylphenyl)-7-oxa-2-azaspiro[3.5]nonan-2-yl)piperidin-1-yl)benzamide